C(C)(=O)OC[C@H]1O[C@H]([C@@H]2OC(O[C@@H]21)(C)C)CC=C [(3aR,4R,6S,6aS)-2,2-dimethyl-6-(prop-2-en-1-yl)-tetrahydrofuro[3,4-d][1,3]dioxol-4-yl]methyl acetate